2-(N-((3,4-dihydro-7-methyl-4-oxoquinazolin-2-yl)methyl)-N-methylamino)-N-(3-fluorophenyl)-N-methylacetamide CC1=CC=C2C(NC(=NC2=C1)CN(C)CC(=O)N(C)C1=CC(=CC=C1)F)=O